FC=1C=C(C(=O)O)C=C(C1COC1=CC=C(C=C1)O)F 3,5-difluoro-4-[(4-hydroxyphenoxy)methyl]benzoic acid